((1R,3R)-3-(2-((R)-1-aminoethyl)-4-fluorophenoxy)cyclopentyl)carbamic acid tert-butyl ester C(C)(C)(C)OC(N[C@H]1C[C@@H](CC1)OC1=C(C=C(C=C1)F)[C@@H](C)N)=O